CN(CCNC)C [2-(dimethylamino)ethyl](methyl)amine